1-dimethylthiocarbamoyl-3,5-dimercaptobenzene CN(C(=S)C1=CC(=CC(=C1)S)S)C